cycloheptenyl chloroformate ClC(=O)OC1=CCCCCC1